3-(2,6-dioxopiperidin-3-yl)-N-methyl-4-oxo-3,4-dihydrobenzo[d][1,2,3]triazine-5-carboxamide O=C1NC(CCC1N1N=NC2=C(C1=O)C(=CC=C2)C(=O)NC)=O